FC=1C=C(C=C(C1)F)N1C=C(C2=C1N=CN=C2N2C[C@H](N(C[C@@H]2C)C(=O)OC(C)(C)C)C)I tert-butyl (2R,5S)-4-[7-(3,5-difluorophenyl)-5-iodo-7H-pyrrolo[2,3-d]pyrimidin-4-yl]-2,5-dimethylpiperazine-1-carboxylate